[SH2]1CCC=NC2=C1C=CC=C2 2,3-dihydro-1lambda4,5-benzothiazepin